OCCN1CC=2N=C(SC2C1=O)C=1C(=C2C(=NC1)NC=C2)NC2C[C@@H]1[C@@H](CN(C1)C([C@H](C)O)=O)C2 5-(2-hydroxyethyl)-2-(4-(((3aR,5R,6aS)-2-((S)-2-hydroxypropanoyl)octahydro-cyclopenta[c]pyrrol-5-yl)amino)-1H-pyrrolo[2,3-b]pyridin-5-yl)-4,5-dihydro-6H-pyrrolo[3,4-d]-thiazol-6-one